ClC1=NC=C(C(=C1)F)C#CC=1C=NC=CC1 2-chloro-4-fluoro-5-(2-(3-pyridyl)ethynyl)pyridine